ethyl (E)-3-(5-chloro-1-(tetrahydro-2H-pyran-2-yl)-1H-pyrazolo[4,3-b]pyridin-3-yl)acrylate ClC1=CC=C2C(=N1)C(=NN2C2OCCCC2)/C=C/C(=O)OCC